tert-butyl 4-[2-[(3R)-tetrahydrofuran-3-yl]oxy-5-(2-trimethylsilylethoxymethyl)pyrrolo[2,3-b]pyrazin-7-yl]-3,6-dihydro-2H-pyridine-1-carboxylate O1C[C@@H](CC1)OC=1N=C2C(=NC1)N(C=C2C=2CCN(CC2)C(=O)OC(C)(C)C)COCC[Si](C)(C)C